BOC-L-2-aminobutanoic acid CC[C@@H](C(=O)O)NC(=O)OC(C)(C)C